C(C1=CC=CC=C1)N1C(=NC(=C1)CCC(NC1=CC=CC=C1)=O)NC(C1=CC(=CC=C1)C=1C=NNC1)=O N-(1-benzyl-4-(3-oxo-3-(phenylamino)propyl)-1H-imidazol-2-yl)-3-(1H-pyrazol-4-yl)benzamide